C(C)(C)(C)OC(=O)N1CCC(CC1)C1=C(C(=CC=C1)OCC)NC(=O)N1CCC(CC1)C1=CC=C(C=C1)C 4-(3-ethoxy-2-{[4-(4-methylphenyl)piperidine-1-carbonyl]amino}phenyl)piperidine-1-carboxylic acid tert-butyl ester